C(C(C)(C)C)(=O)O[C@@H]1[C@@H](O[C@@H]([C@H]1O)N1C=NC(=C2C1=NC(=C2C(N)=O)Br)N)COC(C(C)(C)C)=O (2S,3S,4S,5S)-5-(4-amino-6-bromo-5-carbamoyl-1H-pyrrolo[2,3-d]pyrimidin-1-yl)-4-hydroxy-2-((pivaloyloxy)methyl)tetrahydrofuran-3-yl pivalate